2-(3,9-Diazabicyclo[3.3.1]nonan-9-yl)-5-(3-chloro-4-fluoro-2-methyl-2H-indazol-5-yl)-3-methyl-3,7-dihydro-4H-pyrrolo[2,3-d]pyrimidin-4-one C12CNCC(CCC1)N2C=2N(C(C1=C(N2)NC=C1C1=C(C2=C(N(N=C2C=C1)C)Cl)F)=O)C